N1CCC(CC1)CCCC1CCNCC1 1,3-di(4-piperidinyl)propane